ClC1=C(C=C(C=C1)N1[C@H]2[C@@](C3=NC(=CC=C31)C(=O)N3C(C(NCC3)=O)(C)C)(CCO2)C)F 4-((3aR,8aR)-8-(4-chloro-3-fluorophenyl)-3a-methyl-3,3a,8,8a-tetrahydro-2H-furo[3',2':4,5]pyrrolo[3,2-b]pyridine-5-carbonyl)-3,3-dimethylpiperazin-2-one